C(C(CCCC(=O)O)C(=O)O)C(=O)O pentane-1,2,5-tricarboxylic acid